COC(C1=CC(=C(C=C1)OCC1=CC=CC=C1)N[C@@H](C)C1CCC(CC1)NC(=O)OC(C)(C)C)=O 4-(benzyloxy)-3-{[(1S)-1-{(1r,4S)-4-[(tert-butoxycarbonyl)amino]cyclohexyl}ethyl]amino}benzoic acid methyl ester